ClC1=C(C=CC(=C1)Cl)C=1CCCC2=C(C1C1=CC=C(C=C1)O[C@@H]1CN(CC1)CCCF)C=CC(=C2)C2=CC=C(C(=O)OC)C=C2 methyl (S)-4-(8-(2,4-dichlorophenyl)-9-(4-((1-(3-fluoropropyl)pyrrolidin-3-yl)oxy)phenyl)-6,7-dihydro-5H-benzo[7]annulen-3-yl)benzoate